FC1(CCN(CC1)C1N(CCC2(CC2)C1)C1=C(C=CC(=C1)[N+](=O)[O-])N1N=CC(=C1)C1=CCCO1)F 7-(4,4-difluoropiperidin-1-yl)-5-(1-(4-nitro-2-(6-azaspiro[2.5]octan-6-yl)phenyl)-1H-pyrazol-4-yl)-2,3-dihydrofuran